(7-chloro-8-fluoroimidazo[1,5-a]pyridin-1-yl)methanamine hydrochloride salt Cl.ClC1=C(C=2N(C=C1)C=NC2CN)F